C(C)(=O)N1CC(C1)CN1N=C2C3=C(CCC2=C1)OC(=C3C)C(=O)NC[C@H]3OCCC3 2-[(1-Acetylazetidin-3-yl)methyl]-8-methyl-N-[(2S)-tetrahydrofurane-2-ylmethyl]-4,5-dihydro-2H-furo[2,3-g]indazole-7-carboxamide